C(#N)CC1(C(CN(CC1)CC=1C(=NC(=CC1)C1=CC=CC=C1)F)F)N1N=C(C(=C1)C(=O)N)NC(=O)C1CC1 1-[4-(cyanomethyl)-3-fluoro-1-[(2-fluoro-6-phenyl-3-pyridyl)methyl]-4-piperidyl]-3-(cyclopropanecarbonylamino)pyrazole-4-carboxamide